C(C)OC1=C(C=C2C(=N1)NC=C2F)OC2=C(C(=O)NS(=O)(=O)C1=CC(=C(C=C1)NCC1CCC(CC1)(C)O)[N+](=O)[O-])C=CC=C2 2-((6-ethoxy-3-fluoro-1H-pyrrolo[2,3-b]pyridin-5-yl)oxy)-N-((4-((((1r,4r)-4-hydroxy-4-methylcyclohexyl)methyl)amino)-3-nitrophenyl)sulfonyl)benzamide